N-((cis)-3-(5-chloro-2-cyanophenyl)cyclobutyl)-1-((S or R)-1-(5-methyl-6-((1R,5S)-2-oxo-3-azabicyclo[3.1.0]hexan-3-yl)pyridazin-3-yl)ethyl)-1H-pyrazole-4-carboxamide ClC=1C=CC(=C(C1)[C@H]1C[C@H](C1)NC(=O)C=1C=NN(C1)[C@@H](C)C=1N=NC(=C(C1)C)N1C([C@@H]2C[C@@H]2C1)=O)C#N |o1:19|